N1=NN(C2=NC=CC=C21)C2=CC(=C(C(=O)N([C@H]1CNCCC1)C=1N=CC=C3C=CC=NC13)C=C2)F (R)-4-(3H-[1,2,3]triazolo[4,5-b]pyridin-3-yl)-2-fluoro-N-(1,7-naphthyridin-8-yl)-N-(piperidin-3-yl)benzamide